CN(CC(=O)N(C)C1CCC(CC1)C=1C=C2C(=C(NC2=CC1)C=1C=C(C=2N(C1)N=CN2)OC)C(C)C)C 2-(dimethylamino)-N-(4-(3-isopropyl-2-(8-methoxy-[1,2,4]triazolo[1,5-a]pyridin-6-yl)-1H-indol-5-yl)cyclohexyl)-N-methylacetamide